1-(3,5-difluorobenzyl)-6-(4-methoxy-5H-pyrrolo[3,2-d]pyrimidin-5-yl)-2-((1-methyl-1H-pyrazol-4-yl)methoxy)-1H-imidazo[4,5-b]pyridine FC=1C=C(CN2C(=NC3=NC=C(C=C32)N3C=CC=2N=CN=C(C23)OC)OCC=2C=NN(C2)C)C=C(C1)F